(R)-N-(2-bromo-6-chlorophenyl)-4-ethoxy-2-((1-(1-(methylamino)propan-2-yl)-1H-pyrazol-4-yl)amino)pyrimidine-5-carboxamide BrC1=C(C(=CC=C1)Cl)NC(=O)C=1C(=NC(=NC1)NC=1C=NN(C1)[C@@H](CNC)C)OCC